3-(1,4-Dimethyl-1H-benzotriazol-5-yl)-3-{7-[(4,4-dimethyl-1,1-dioxido-3,4-dihydro-2H-pyrido[2,3-b][1,4,5]oxathiazepin-2-yl)methyl]-2,3-dihydro-1H-inden-5-yl}propanoic acid CN1N=NC2=C1C=CC(=C2C)C(CC(=O)O)C=2C=C1CCCC1=C(C2)CN2S(C1=C(OC(C2)(C)C)N=CC=C1)(=O)=O